2,6-dimethylbenzenesulfonic acid CC1=C(C(=CC=C1)C)S(=O)(=O)O